6-(((1S,4S)-4-aminocyclohexyl)amino)-4-(difluoromethyl)-2-methylpyridazin-3(2H)-one NC1CCC(CC1)NC=1C=C(C(N(N1)C)=O)C(F)F